tert-butyl ((3-(5-chloro-6-methyl-2-(6-azaspiro[2.5]octan-6-yl)nicotinamido)phenyl)(methyl)(oxo)-λ6-sulfaneylidene)carbamate ClC=1C(=NC(=C(C(=O)NC=2C=C(C=CC2)S(=O)(C)=NC(OC(C)(C)C)=O)C1)N1CCC2(CC2)CC1)C